2-(((2R,3R,4S,5R)-5-(6-amino-2-chloro-9H-purin-9-yl)-4-fluoro-3-hydroxytetrahydrofuran-2-yl)methoxy)-2-(naphthalen-2-ylmethyl)malonic acid NC1=C2N=CN(C2=NC(=N1)Cl)[C@H]1[C@H]([C@@H]([C@H](O1)COC(C(=O)O)(C(=O)O)CC1=CC2=CC=CC=C2C=C1)O)F